CC1SC=2C(C1=O)C(C=CC2)CC2=CSC=C2 methyl-3-oxo-4-(thiophen-3-ylmethyl)-3,4-dihydro-2H-benzothiophene